tert-butyl 3-(5-(3-bromo-2-iodo-N,5-dimethylbenzamido)-1H-pyrazol-1-yl)azetidine-1-carboxylate BrC=1C(=C(C(=O)N(C)C2=CC=NN2C2CN(C2)C(=O)OC(C)(C)C)C=C(C1)C)I